BrC=1C(N(C(=CC1OCC1=C(C=C(C=C1)F)F)C)C1=C(C=C(C(=O)N(C)C)C=C1)F)=O 4-[3-bromo-4-[(2,4-difluorobenzyl)oxy]-6-methyl-2-oxopyridin-1(2H)-yl]-3-fluoro-N,N-dimethylbenzamide